C1(CC1)N(S(=O)(=O)CC)CC=1SC(=CN1)C=1OC(=NN1)C(F)F N-cyclopropyl-N-((5-(5-(difluoromethyl)-1,3,4-oxadiazol-2-yl)thiazol-2-yl)methyl)ethanesulfonamide